2-(5-(5-(Hydroxymethyl)thiophen-2-yl)-1H-pyrazol-3-yl)naphthalen-1-ol OCC1=CC=C(S1)C1=CC(=NN1)C1=C(C2=CC=CC=C2C=C1)O